1,4-bis(2,5-dihydropyrrole-1-carbonyl)benzene N1(CC=CC1)C(=O)C1=CC=C(C=C1)C(=O)N1CC=CC1